1-(tert-Butyl) 7-methyl 4-(4,4,5,5-tetramethyl-1,3,2-dioxaborolan-2-yl)-1H-indole-1,7-dicarboxylate CC1(OB(OC1(C)C)C1=C2C=CN(C2=C(C=C1)C(=O)OC)C(=O)OC(C)(C)C)C